monoethylene glycol bis-(chloroformate) ClC(=O)OCCOC(=O)Cl